9,10-dimethoxy-3,5,6,8,13,13a-hexahydro-2H-isoquinolino[3,2-a]Oxazolo[4,5-g]Isoquinolin-2-one COC1=C(C=CC=2CC3N(CCC4=CC5=C(C=C34)OC(N5)=O)CC12)OC